(2-fluoro-3-methoxy-6-(morpholinosulfonyl)phenyl)methanamine FC1=C(C(=CC=C1OC)S(=O)(=O)N1CCOCC1)CN